FC(C=1C(=NC(=CC1)N1C=NC2=C1C=C(C(=C2)NC=2N=NC(=CC2)C)F)N2N=C(C=C2C)C#N)F 1-[3-(difluoromethyl)-6-[6-fluoro-5-[(6-methylpyridazin-3-yl)amino]benzimidazol-1-yl]-2-pyridyl]-5-methyl-pyrazole-3-carbonitrile